3-(2-chloro-4-(fluoromethyl)thiophen-3-yl)-1-(5-methoxypyridin-2-yl)-7-(4-(1-methylpiperidin-4-yl)phenylamino)-3,4-dihydropyrimido[4,5-d]pyrimidin-2(1H)-one ClC=1SC=C(C1N1C(N(C2=NC(=NC=C2C1)NC1=CC=C(C=C1)C1CCN(CC1)C)C1=NC=C(C=C1)OC)=O)CF